CCCCCCCCC(CCCCCCCC)OC(CCCCCCCN(CCCCCCCC(=O)OCCC(CCCC)CCCC)CCCO)=O 3-butylheptyl 8-((8-(heptadecan-9-yloxy)-8-oxooctyl)(3-hydroxypropyl)amino)octanoate